3-hydroxyazetidine-1-carboxylic acid, tert-butyl ester OC1CN(C1)C(=O)OC(C)(C)C